FC1=C(C=C(C=C1)O)C1=C(C(=NC=2CCCCC12)N1CC2(CN(C2)C(C=C)=O)CC1)C#N 4-(2-fluoro-5-hydroxyphenyl)-2-(2-(2-propenoyl)-2,6-diazaspiro[3.4]octan-6-yl)-5,6,7,8-tetrahydro-3-quinolinecarbonitrile